[I-].C(C=C)[N+](CC=C)(CC=C)CC=C tetraallylammonium iodide